N,N-dimethyl-1-(octyloxy)-3-({8-[(1S)-(S)-2-{[(1R,2R)-2-pentylcyclopropyl]-methyl}cyclopropyl]octyl}oxy)propan-2-amine CN(C(COCCCCCCCC)COCCCCCCCC[C@@H]1[C@@H](C1)C[C@@H]1[C@@H](C1)CCCCC)C